methyl (2R,3R)-4-azido-2-(((benzyloxy)carbonyl)amino)-3-hydroxybutanoate N(=[N+]=[N-])C[C@H]([C@H](C(=O)OC)NC(=O)OCC1=CC=CC=C1)O